C(C1=CC=CC=C1)[C@H]1C[C@@H](N(C1)C(=O)OC(C)(C)C)C(N[C@H](C(=O)OCC1=CC=CC=C1)C)=O tert-butyl (2R,4S)-4-benzyl-2-(((S)-1-(benzyloxy)-1-oxopropan-2-yl)carbamoyl)pyrrolidine-1-carboxylate